5-hydroxynonane-1,9-diylbis(4,4-bis(((Z)-oct-5-en-1-yl) oxy) butyrate) OC(CCCCC(C(=O)[O-])CC(OCCCC\C=C/CC)OCCCC\C=C/CC)CCCCC(C(=O)[O-])CC(OCCCC\C=C/CC)OCCCC\C=C/CC